1-(9,9-dimethyl-9H-fluoren-2-yl)-4-hydroxy-3-(2,2,2-trifluoroethan-1-one-1-yl)-[1]benzothieno[3,2-h]quinoline CC1(C2=CC=CC=C2C=2C=CC(=CC12)N1CC(=C(C2=CC=C3C(=C12)SC1=C3C=CC=C1)O)C(C(F)(F)F)=O)C